4-(3,6-Diazabicyclo[3.1.1]hept-6-yl)-N-(quinoxalin-6-ylmethyl)pyridin-3-amine C12CNCC(N1C1=C(C=NC=C1)NCC=1C=C3N=CC=NC3=CC1)C2